FC(CCS(=O)(=O)NC1=C(C=C(C=C1)C1=CC2=C(N=C(N=C2)NC2CCC(CC2)N(C)CCF)N(C1=O)C(C)C)F)(F)F 3,3,3-trifluoro-N-(2-Fluoro-4-(2-(((1r,4r)-4-((2-fluoroethyl)(methyl)amino)cyclohexyl)amino)-8-isopropyl-7-oxo-7,8-dihydropyrido[2,3-d]pyrimidin-6-yl)phenyl)propane-1-sulfonamide